CN1CCN(CC1)C(=O)N1CCN(CC1)C di(4-methylpiperazin-1-yl) ketone